2-(4-ethoxyphenyl)-N-(4-hydroxybutyl)quinoline-4-carboxamide C(C)OC1=CC=C(C=C1)C1=NC2=CC=CC=C2C(=C1)C(=O)NCCCCO